Diamino-triazine NC1=CC(=NN=N1)N